tert-Butyl (2R,3S)-2-(((tert-butyldimethylsilyl)oxy)methyl)-3-(((trifluoromethyl) sulfonyl)oxy)azetidine-1-carboxylate [Si](C)(C)(C(C)(C)C)OC[C@H]1N(C[C@@H]1OS(=O)(=O)C(F)(F)F)C(=O)OC(C)(C)C